OC[C@@]1(N2[C@@H](C[C@H](C1=O)CC2)C)COC (1S,2R,4R,6R)-2-(hydroxymethyl)-2-(methoxymethyl)-6-methyl-quinuclidin-3-one